5-[3-[3-[[ethyl(methyl)sulfamoyl]amino]-2,6-difluoro-benzoyl]-1H-pyrrolo[2,3-b]pyridin-5-yl]thiazole C(C)N(S(=O)(=O)NC=1C(=C(C(=O)C2=CNC3=NC=C(C=C32)C3=CN=CS3)C(=CC1)F)F)C